3-[6-Amino-8-(6-iodo-benzo[1,3]dioxol-5-ylsulfanyl)-purin-9-yl]-N-isopropyl-propionamide NC1=C2N=C(N(C2=NC=N1)CCC(=O)NC(C)C)SC1=CC2=C(OCO2)C=C1I